C(=O)[C@@H]1N([C@@H](CC1)CC1=CC=C(C=C1)OC)C(=O)OC(C)(C)C tert-Butyl (2R,5S)-2-formyl-5-(4-methoxybenzyl)pyrrolidine-1-carboxylate